1,1-bis(t-butylperoxy)-cyclohexane C(C)(C)(C)OOC1(CCCCC1)OOC(C)(C)C